2-(2-((5-(1-aminoisoquinolin-5-yl)-1-(cyclopropylmethyl)-1H-indazol-3-yl)methoxy)phenyl)acetic acid NC1=NC=CC2=C(C=CC=C12)C=1C=C2C(=NN(C2=CC1)CC1CC1)COC1=C(C=CC=C1)CC(=O)O